FC=1C=C(C=CC1F)N1C(N(C(C1)C#N)C1=CN=CC2=CC=C(C=C12)S(=O)(=O)C)=O 1-(3,4-difluorophenyl)-3-(6-(methylsulfonyl)isoquinolin-4-yl)-2-oxoimidazoline-4-carbonitrile